CN(C)CC=1C=C(C=NC1[C@@H]1COCC1)NC1=NC=C(C2=C1C(NC2)=O)C2=CN=C1N2C=CC(=C1)F (R)-4-((5-((dimethylamino)methyl)-6-(tetrahydrofuran-3-yl)pyridin-3-yl)amino)-7-(7-fluoroimidazo[1,2-a]pyridin-3-yl)-1,2-dihydro-3H-pyrrolo[3,4-c]pyridin-3-one